C(CCC)OC(C(C(C(C)C)O)(C)C)=O 2,2,4-trimethyl-3-hydroxypentanoic acid n-butyl ester